ClC1=CC=C(C=C1)N1N=C2C(=N1)C=CC(=C2)NC(=S)NC(C(C)C)=O N-[[2-(4-chlorophenyl)benzotriazol-5-yl]aminothioformyl]-2-methyl-propionamide